3-((4-(4-bromophenyl)piperazin-1-yl)methyl)-N-methyl-N-((1-methylpyrrolidin-2-yl)methyl)-4-(trifluoromethyl)aniline BrC1=CC=C(C=C1)N1CCN(CC1)CC=1C=C(N(CC2N(CCC2)C)C)C=CC1C(F)(F)F